(E)-N-(4-(3-chloro-2-fluorophenyl)-5,6-dihydro-4H-pyrido[2,3,4-de]quinazolin-7-yl)-4-(isopropylamino)but-2-enamide ClC=1C(=C(C=CC1)N1CCC=2C=3C1=NC=NC3C=CC2NC(\C=C\CNC(C)C)=O)F